5-(Benzothiophen-7-yl)-1,2,3,3a,4,6a-hexahydrocyclopenta[c]pyrrole hydrochloride Cl.S1C=CC2=C1C(=CC=C2)C=2CC1C(CNC1)C2